C(CCC)C(C(=O)O)CCCC n-butyl-n-hexanoic acid